2-N,6-N-bis(1-methylquinolin-1-ium-3-yl)pyridine-2,6-dicarboxamide C[N+]1=CC(=CC2=CC=CC=C12)NC(=O)C1=NC(=CC=C1)C(=O)NC=1C=[N+](C2=CC=CC=C2C1)C